adenosine hemisulfate S(=O)(=O)(O)OC[C@@H]1[C@H]([C@H]([C@@H](O1)N1C=NC=2C(N)=NC=NC12)O)O